C1=CC=CC2=CC3=CC=CC=C3C(=C12)P(O)=O anthracen-9-ylphosphinic acid